6-({(4E)-4-[3-(3-chlorophenyl)prop-2-yn-1-ylidene]-3,3-dimethylpiperidin-1-yl}sulfonyl)pyrazolo[1,5-a]pyrimidine-3-carbonitrile ClC=1C=C(C=CC1)C#C\C=C/1\C(CN(CC1)S(=O)(=O)C=1C=NC=2N(C1)N=CC2C#N)(C)C